CC=1N=C2N(N=C(C=C2C)C=2N=C3N(C(C2)=O)C=C(S3)[C@H]3CCNC2(CC2)C3)C1 7-(2,8-dimethylimidazo[1,2-b]pyridazin-6-yl)-2-[(7S)-4-azaspiro[2.5]octan-7-yl]thiazolo[3,2-a]pyrimidin-5-one